4,4-difluoro-5-(1-methyl-1H-pyrazol-4-yl)-2,3,4,7-tetrahydro-1H-azepine hydrochloride Cl.FC1(CCNCC=C1C=1C=NN(C1)C)F